OC(C)C1=C2C(=NC(=C1)C(=O)O)C(CN2)(C)C 7-(1-hydroxyethyl)-3,3-dimethyl-2,3-dihydro-1H-pyrrolo[3,2-b]pyridine-5-carboxylic acid